N=1C=CN2C1N=CC(=C2)C=2C=CN1N=C(N=C(C12)OC)NC1CCN(CC1)C(=O)C1(CC1)C#N 1-(4-((5-(imidazo[1,2-a]pyrimidin-6-yl)-4-methoxypyrrolo[2,1-f][1,2,4]triazin-2-yl)amino)piperidine-1-carbonyl)cyclopropane-1-carbonitrile